5-((5-(2-(((1R,3S)-3-aminocyclopentyl)oxy)-6-(methoxymethyl)phenyl)-1H-pyrazol-3-yl)amino)pyrazine-2-carbonitrile N[C@@H]1C[C@@H](CC1)OC1=C(C(=CC=C1)COC)C1=CC(=NN1)NC=1N=CC(=NC1)C#N